C(CCCC)C12CCC(CC1)(CC2)C(=O)[O-].[Na+] Sodium 4-pentylbicyclo(2.2.2)octane-1-carboxylate